NC1=NC(=CC(=N1)N1N=NC2=C1C=CC(=C2)C(=O)O)C=2OC=CC2 1-[2-amino-6-(furan-2-yl)pyrimidin-4-yl]-1,2,3-benzotriazole-5-carboxylic acid